COC(=O)[C@H]1N(C[C@H](C1)N1N=NC=C1C(C)(C)O)C([C@@H](CC1CCCCC1)NC(=O)C1=CC2=CC=CC=C2C=C1)=O (2S,4S)-1-((R)-2-(2-naphthoylamino)-3-cyclohexylpropionyl)-4-(5-(2-hydroxypropan-2-yl)-1H-1,2,3-triazol-1-yl)pyrrolidine-2-carboxylic acid methyl ester